7-(3,5-Dimethyl-1H-pyrazol-4-yl)-N-methyl-N-(2,2,6,6-tetramethylpiperidin-4-yl)-5H-isochromeno[3,4-d]thiazol-2-amine CC1=NNC(=C1C=1C=CC2=C(C1)COC=1N=C(SC12)N(C1CC(NC(C1)(C)C)(C)C)C)C